tert-butyl 4-chloro-5-methoxyisoindole-2-carboxylate ClC=1C2=CN(C=C2C=CC1OC)C(=O)OC(C)(C)C